methyl 3-(9-((4-(((tert-butoxycarbonyl)amino)methyl)-2-methylphenyl)carbamoyl)-4,5-dihydrobenzo[b]thieno[2,3-d]oxepin-8-yl)-6-(cyclopentylcarbamoyl)picolinate C(C)(C)(C)OC(=O)NCC1=CC(=C(C=C1)NC(=O)C1=CC2=C(OCCC3=C2SC=C3)C=C1C=1C(=NC(=CC1)C(NC1CCCC1)=O)C(=O)OC)C